OC1C(C2CCC(C(C2(CC1)C)CC=C1C(OCC1O)=O)=C)(C)CO 3-[2-[decahydro-6-hydroxy-5-(hydroxy-methyl)-5,8a-dimethyl-2-methylene-1-naphthalenyl]ethylidene]dihydro-4-hydroxy-2(3H)-Furanone